3-(Imidazo[1,2-a]pyrazin-3-ylethynyl)-4-isopropyl-N-(3-((4-methylpiperazin-1-yl)methyl)-5-(trifluoromethyl)phenyl)benzamide N=1C=C(N2C1C=NC=C2)C#CC=2C=C(C(=O)NC1=CC(=CC(=C1)C(F)(F)F)CN1CCN(CC1)C)C=CC2C(C)C